NC=1N=C(C=C2C=C(N=CC12)NC(=O)[C@H]1[C@@H](C1)C=1C=NN(C1)C)Cl |r| (±)-(trans)-N-(8-amino-6-chloro-2,7-naphthyridin-3-yl)-2-(1-methyl-1H-pyrazol-4-yl)cyclopropane-1-carboxamide